C(C1=CC=CC=C1)N1CCC(C2=CC=C(C(=C12)NCC1=CC=C(C=C1)OC)C=O)(C)C 1-benzyl-8-[(4-methoxyphenyl)methylamino]-4,4-dimethyl-2,3-dihydroquinoline-7-carbaldehyde